(4-(((R)-1-(3-amino-5-(trifluoromethyl)phenyl)ethyl)amino)-6-methoxy-2-methylquinazoline-7-yl)(tetrahydro-1H-furo[3,4-c]pyrrol-5(3H)-yl)methanone NC=1C=C(C=C(C1)C(F)(F)F)[C@@H](C)NC1=NC(=NC2=CC(=C(C=C12)OC)C(=O)N1CC2C(C1)COC2)C